Cl.FC1=CC=CC=2C(=NOC21)C2=C(C=CC=C2)[C@H](CC2=NC(=CC=C2F)S(=O)(=O)C)N (S)-1-[2-(7-Fluorobenzo[d]isoxazol-3-yl)phenyl]-2-(3-fluoro-6-methylsulfonylpyridin-2-yl)ethan-1-amine hydrochloride